C(C1=CC=CC=C1)(=O)N1CCN(CC1)C(=O)C1=NN2C(N=CC=C2C2=CC(=C(C=C2)OC)OC)=C1 (4-benzoylpiperazin-1-yl)(7-(3,4-dimethoxyphenyl)pyrazolo[1,5-a]pyrimidin-2-yl)methanone